4-({2-[(4-{13-cyano-8-ethyl-4-fluoro-9-oxo-6,8,10-triazatricyclo[9.4.0.02,7]pentadeca-1(11),2(7),3,5,12,14-hexaen-10-yl}-3,5-difluorophenyl)amino]ethyl}amino)butanoic acid C(#N)C1=CC=2N(C(N(C=3N=CC(=CC3C2C=C1)F)CC)=O)C1=C(C=C(C=C1F)NCCNCCCC(=O)O)F